C1(CC1)C1=CC(=C(C=C1F)NC1=CC(=NC=C1C(=O)NOCC)NC=1N=NC(=CC1)C)N(S(=O)(=O)C)C 4-((4-cyclopropyl-5-fluoro-2-(N-methylmethanesulfonamido)phenyl)amino)-N-ethoxy-6-((6-methylpyridazin-3-yl)amino)nicotinamide